C(C)(C)(C)OC(=O)N1CC2(CC2)C(CC1)OS(=O)(=O)C.ClC=1C=C2C=C(C=NC2=CC1)NC1=NC(=NC=C1F)NC1=CC(=C(C=C1)OC1CC(C1)N(C)C)OC 4-(6-chloro-3-quinolylamino)-5-fluoro-2-{3-methoxy-4-[(1s,3s)-3-(dimethylamino)cyclobutoxy]phenylamino}pyrimidine tert-butyl-8-((methylsulfonyl)oxy)-5-azaspiro[2.5]octane-5-carboxylate